[(propylsulfonylamino)carbonyl]cyclopent-2-en C(CC)S(=O)(=O)NC(=O)C1C=CCC1